3-methyl-2-[(3-methyl-2-benzoxazolinylidene)methyl]benzoxazolium C[N+]1=C(OC2=C1C=CC=C2)C=C2OC1=C(N2C)C=CC=C1